FC1=C(C(=O)NC2=CC=C(C=C2)NC2=NC=C3C(=N2)N(N(C3=O)C)C3=NC=CC=C3)C=C(C=C1)CC1=NNC(C3=CC=CC=C13)=O 2-fluoro-N-[4-[[2-methyl-3-oxo-1-(2-pyridyl)pyrazolo[3,4-d]pyrimidin-6-yl]amino]phenyl]-5-[(4-oxo-3H-phthalazin-1-yl)methyl]benzamide